4-[5-(2-aminoethyl)pyrimidin-2-yl]-3-[2-methyl-6-(1,3-thiazol-2-yl)pyridin-4-yl]oxybenzonitrile NCCC=1C=NC(=NC1)C1=C(C=C(C#N)C=C1)OC1=CC(=NC(=C1)C=1SC=CN1)C